5-nitro-2-(1H-1,2,3-triazole-1-yl)-3-(trifluoromethyl)pyridine [N+](=O)([O-])C=1C=C(C(=NC1)N1N=NC=C1)C(F)(F)F